C1(CC1)COC1=C(C(=CC=C1F)F)CNC(=O)C=1C(=NC=C(C1)C=1C=CC=2N(N1)C=C(N2)NC(C)=O)C(F)(F)F N-{[2-(cyclopropylmethoxy)-3,6-difluorophenyl]Methyl}-5-{2-acetamidoimidazo[1,2-b]Pyridazin-6-yl}-2-(trifluoromethyl)pyridine-3-carboxamide